dipotassium pimelate C(CCCCCC(=O)[O-])(=O)[O-].[K+].[K+]